P(=O)(OC[N+]1=C(C(=CC=C1)C1=CC(=NO1)CC1=CC=C(C=C1)OCC1=NC=C(C=N1)C)N)(O)[O-] (2-amino-3-(3-(4-((5-methylpyrimidin-2-yl)methoxy)benzyl)isoxazol-5-yl)pyridin-1-ium-1-yl)methyl hydrogen phosphate